(1-hydroxy-3-methylbutan-2-yl)-6-(4-methylphenyl)-2-(1-methyl-1H-pyrazol-4-yl)-3-oxo-2,3-dihydropyridazine-4-carboxamide OCC(C(C)C)C1=C(C(N(N=C1C1=CC=C(C=C1)C)C=1C=NN(C1)C)=O)C(=O)N